tert-butyl 2-(5-bromothiophen-2-yl)acetate BrC1=CC=C(S1)CC(=O)OC(C)(C)C